CC(=O)N[C@@H](CCCNC(=O)C[C@H](CCCNC(=O)C[C@H](CCCN)N)N)CC(=O)N[C@@H]1[C@@H]([C@H]([C@H](O[C@H]1NC2=N[C@H]3[C@H](N2)[C@@H](CNC3=O)O)CO)OC(=O)N)O The molecule is an amino sugar. It has a role as a metabolite. It is a conjugate base of a N(beta)-acetylstreptothricin D(4+).